isopropyl (1S,4R)-4-[(2,3-dimethoxy-3-oxo-propanoyl)amino]cyclopent-2-ene-1-carboxylate COC(C(=O)N[C@H]1C=C[C@H](C1)C(=O)OC(C)C)C(=O)OC